C(#N)C=1C=C(C=CC1)C1=NN2C(N=C(C=C2)C(=O)NCC2CNC(CO2)=O)=C1C1=CC(=NC(=C1)C)C 2-(3-cyanophenyl)-3-(2,6-dimethyl-4-pyridinyl)-N-[(5-oxomorpholin-2-yl)methyl]pyrazolo[1,5-a]pyrimidine-5-carboxamide